CC=1NC(C(=C(N1)SC)C#N)=O 2-methyl-4-(methylthio)-6-oxo-1,6-dihydropyrimidine-5-carbonitrile